OC[C@@H]1[C@@H]([C@@H]2CN(CCCCN12)C(=O)NC1=CC=NC=C1)C1=CC=C(C=C1)C#CC1=CC=CC=C1 (8R,9R,10S)-10-(hydroxymethyl)-9-[4-(2-phenylethynyl)phenyl]-N-(pyridin-4-yl)-1,6-diazabicyclo[6.2.0]decane-6-carboxamide